FC(OC1=C(C=C(C=C1)OC1=CC(=CC=C1)C(=O)N1C[C@H](CC1)N(C)C)C1=NN(C=C1NC(=O)C=1C=NN2C1N=CC=C2)C)F |r| N-[3-[2-(difluoromethoxy)-5-[3-[rac-(3S)-3-(dimethylamino)pyrrolidine-1-carbonyl]phenoxy]phenyl]-1-methyl-pyrazol-4-yl]pyrazolo[1,5-a]pyrimidine-3-carboxamide